2-((7-chloro-2-oxo-1-phenyl-1,2-dihydroquinazolin-4-yl)(methyl)amino)-N-methylacetamide ClC1=CC=C2C(=NC(N(C2=C1)C1=CC=CC=C1)=O)N(CC(=O)NC)C